triphenyl phosphate TRIPHENYL-PHOSPHATE 1-methyl-4-[(3,3,4-trimethyl-1,1-dioxido-2,3-dihydro-1-benzothiophen-5-yl)carbonyl]-1H-pyrazol-5-ylpropane-1-sulfonate CN1N=CC(=C1OS(=O)(=O)CCC)C(=O)C=1C=CC2=C(C(CS2(=O)=O)(C)C)C1C.C1(=CC=CC=C1)OP(=O)(OC1=CC=CC=C1)OC1=CC=CC=C1.P(=O)(OC1=CC=CC=C1)(OC1=CC=CC=C1)OC1=CC=CC=C1